C(CC)N1CC(C1)OC=1C=C(C=CC1)N1C=NC(=C1)NC=1N=CC(=NC1)C#N 5-((1-(3-((1-Propylazetidin-3-yl)oxy)phenyl)-1H-imidazol-4-yl)amino)pyrazine-2-carbonitrile